6-diazo-5,6-dihydro-5-oxo-1-naphthalenesulfonyl chloride [N+](=[N-])=C1C(C=2C=CC=C(C2C=C1)S(=O)(=O)Cl)=O